FC1(C=2N(CC(CC1)C(=O)OCC)N=C1C2CN(CC1)C(=O)OC(C)(C)C)F 2-tert-butyl 8-ethyl 11,11-difluoro-3,4,8,9,10,11-hexahydro-1H-pyrido[4',3':3,4]pyrazolo[1,5-a]azepine-2,8(7H)-dicarboxylate